(benzylthio)-1-isopropyl-1H-1,2,3-triazole C(C1=CC=CC=C1)SC=1N=NN(C1)C(C)C